(S)-3-(2',6'-dimethylbiphenyl-3-yl)-3-(3-(4-hydroxy-1-methyl-2-oxo-1,2-dihydropyridin-3-yl)ureido)propanoic acid CC1=C(C(=CC=C1)C)C1=CC(=CC=C1)[C@H](CC(=O)O)NC(=O)NC=1C(N(C=CC1O)C)=O